O1CCN(CC1)C=1C2=C(N=C(N1)N/N=C/C=1C=C(C=CC1)C)OC(=C2)C(=O)N 4-morpholino-2-[(2E)-2-(m-tolylmethylene)hydrazino]furo[2,3-d]pyrimidine-6-carboxamide